N-{[4-(4-amino-1-{6-[4-(dimethoxymethyl)piperidin-1-yl]pyridin-3-yl}pyrazolo[3,4-d]pyrimidin-3-yl)phenyl]methyl}-5-fluoro-2-methoxybenzamide NC1=C2C(=NC=N1)N(N=C2C2=CC=C(C=C2)CNC(C2=C(C=CC(=C2)F)OC)=O)C=2C=NC(=CC2)N2CCC(CC2)C(OC)OC